Boc-valine formate C(=O)O.C(=O)(OC(C)(C)C)N[C@@H](C(C)C)C(=O)O